ClC1=C(C=C(C=C1N1CC2CCC(C1)N2C2COC2)C#N)NC2=NC=1N(C(=N2)NC2CC2)N=CC1C#N 2-({2-chloro-5-cyano-3-[8-(oxetan-3-yl)-3,8-diazabicyclo[3.2.1]octan-3-yl]phenyl}amino)-4-(cyclopropylamino)pyrazolo[1,5-a][1,3,5]triazine-8-carbonitrile